ClC1=CN=CC(=N1)C(C(=O)OC)(F)F methyl 2-(6-chloropyrazin-2-yl)-2,2-difluoroacetate